2,5-dichloro-3-(2-morpholin-4-yl-1,3-thiazol-5-yl)-6-piperidin-1-yl-cyclohexa-2,5-dien-1,4-dione ClC=1C(C(=C(C(C1C1=CN=C(S1)N1CCOCC1)=O)Cl)N1CCCCC1)=O